COC(=O)C1=CC2=C(NC3=CC=CC=C23)C=N1 pyrido[3,4-b]indole-3-carboxylic acid methyl ester